C1(=CC=CC2=C1C1=C3C=CC=CC3=CC=C1C=1C=CC=CC21)C2=C(C=CC=C2)C2=C(C=CC1=CC=CC=C21)C2=CC=CC=C2 benzochrysenyl-(phenylnaphthaleneyl)benzene